C(C)C1=CC=C(C=C1)C=1C(NC2=CC=CC=C2N1)=O 3-(4-ethylphenyl)quinoxalin-2(1H)-one